CC1(COC1)CN[C@@H]1[C@@H](CCCC1)OC=1C=C2CN(C(C2=CC1)=O)C1C(NC(CC1)=O)=O 3-(5-(((1R,2S)-2-(((3-methyloxetan-3-yl)methyl)amino)cyclohexyl)oxy)-1-oxoisoindolin-2-yl)piperidine-2,6-dione